tert-butyl (6S,7S)-7-amino-6-((2,3',5-trifluoro-[1,1'-biphenyl]-3-yl)methyl)-5-azaspiro[2.4]heptane-5-carboxylate N[C@@H]1[C@@H](N(CC12CC2)C(=O)OC(C)(C)C)CC=2C(=C(C=C(C2)F)C2=CC(=CC=C2)F)F